3-ethyl-4-(1-methylbenzotriazol-5-yl)oxy-aniline C(C)C=1C=C(N)C=CC1OC1=CC2=C(N(N=N2)C)C=C1